4-amino-2-fluoro-5-(tetrahydro-2H-pyran-4-yl)benzonitrile NC1=CC(=C(C#N)C=C1C1CCOCC1)F